BrC1=CC=CC(=N1)NC(=O)C1NC2CC2(C1)C N-(6-bromopyridin-2-yl)-5-methyl-2-azabicyclo[3.1.0]hexane-3-carboxamide